ClC1=NC(=CC(=C1)C1(CC1)C#N)Cl 1-(2,6-dichloro-4-pyridinyl)cyclopropanecarbonitrile